4-bromo-2-{[4-(methylamino)phenyl]methoxy}benzaldehyde BrC1=CC(=C(C=O)C=C1)OCC1=CC=C(C=C1)NC